FC1=C(C=CC(=C1COC=1C=C2C(=NC1)N(N=C2C(F)(F)F)COCC[Si](C)(C)C)F)NS(=O)(=O)C=2C(=NC=C(C2)F)OC N-[2,4-difluoro-3-([[3-(trifluoromethyl)-1-[[2-(trimethylsilyl)ethoxy]methyl]pyrazolo[3,4-b]pyridin-5-yl]oxy]methyl)phenyl]-5-fluoro-2-methoxypyridine-3-sulfonamide